OC1=C(C(=O)C2=CC=C(C=C2)OCCCCCCC)C=CC(=C1)O 2,4-dihydroxy-4'-n-heptyloxy-benzophenone